(3-cyano-4-methyl-1H-indol-7-yl)-4-((3-(dimethylamino)pyrrolidin-1-yl)sulfonyl)benzenesulfonamide C(#N)C1=CNC2=C(C=CC(=C12)C)C1=C(C=CC(=C1)S(=O)(=O)N1CC(CC1)N(C)C)S(=O)(=O)N